BrC=1C=NC=CC1CC1(CCN(CC1)C(=O)OC(C)(C)C)O tert-butyl 4-[(3-bromopyridin-4-yl)methyl]-4-hydroxypiperidine-1-carboxylate